N-[(1H-benzotriazol-1-yl)(dimethylamino)-methylene]-N-methylmethanaminium hexafluorophosphate F[P-](F)(F)(F)(F)F.N1(N=NC2=C1C=CC=C2)C(=[N+](C)C)N(C)C